C1C(CC12CNCC2)N2N=CC(=C2)C2=C1C(=NN(C1=CC=C2)C2C(NC(CC2)=O)=O)C 3-(4-(1-(6-azaspiro[3.4]oct-2-yl)-1H-pyrazol-4-yl)-3-methyl-1H-indazol-1-yl)piperidine-2,6-dione